BrC=1C=CC2=C(OC3(CCOCC3)CC(N2C)=O)C1 8-bromo-5-methyl-2',3',5',6'-tetrahydro-3H-spiro[benzo[b][1,4]oxazepine-2,4'-pyran]-4(5H)-one